Rel-N-(6-amino-5-cyclopropyl-3-pyridyl)-2-[(2R,5S)-5-methyl-2-(2-methyl-1,3-Benzothiazol-5-yl)-1-piperidyl]-2-oxo-acetamide NC1=C(C=C(C=N1)NC(C(=O)N1[C@H](CC[C@@H](C1)C)C=1C=CC2=C(N=C(S2)C)C1)=O)C1CC1 |o1:12,15|